6-(((5-methoxybenzo[d]oxazol-2-yl)methyl)thio)-1-phenyl-1,5-dihydro-4H-pyrazolo[3,4-d]pyrimidin-4-one COC=1C=CC2=C(N=C(O2)CSC=2NC(C3=C(N2)N(N=C3)C3=CC=CC=C3)=O)C1